CON(C(=O)NC)CC1=CC=C(C=C1)C1=NOC(=N1)C(F)(F)F 1-methoxy-3-methyl-1-[4-[5-(trifluoromethyl)-1,2,4-oxadiazol-3-yl]phenyl]methyl-urea